IC=1N=NNC1 iodo-1,2,3-triazole